CC1=C(C=2NC(=C(C2S1)C)C)C(=O)O 2,5,6-trimethyl-4H-thieno[3,2-B]pyrrole-3-carboxylic acid